FC=1C(=NC(=NC1)NC1=CC(=CC=C1)N1N=CC=C1)N1C=C(C2=CC=CC=C12)C(=O)N 1-[5-fluoro-2-(3-pyrazol-1-yl-phenylamino)-pyrimidin-4-yl]-1H-indole-3-carboxylic acid amide